FC1=CC=C(OC2CN(C2)C2=CC(=C3C(=N2)CC[S@]3=O)N[C@@H]3CN(CC3)C(C)=O)C=C1 1-[(3S)-3-[[(1R)-5-[3-(4-Fluorophenoxy)azetidin-1-yl]-1-oxido-2,3-dihydrothieno[3,2-b]pyridin-7-yl]amino]pyrrolidin-1-yl]ethanone